[Na].N1N=NC2=C1C=CC=C2 1,2,3-benzotriazole sodium salt